(R)-N-((R)-1'-benzyl-3,4-dihydro-2H-spiro[naphthalene-1,4'-piperidin]-2-yl)-2-methylpropane-2-sulfinamide C(C1=CC=CC=C1)N1CCC2(CC1)[C@@H](CCC1=CC=CC=C12)N[S@](=O)C(C)(C)C